ClC=1C(=C(C=CC1)NC1=C(C(=O)NC2=CC(=NN2C)C(F)(F)F)C=CC=C1)C 2-((3-Chloro-2-methylphenyl)amino)-N-(1-methyl-3-(trifluoromethyl)-1H-pyrazol-5-yl)benzamide